cyclohexyl-1,1,2-trimethylpropyldimethoxysilane C1(CCCCC1)[Si](OC)(OC)C(C(C)C)(C)C